CC(CC(C1=NC(=NO1)C1=NN=CN1)NC(=O)NC1=CC=C(C(=O)OCCCC)C=C1)C butyl 4-[{{3-methyl-1-[3-(4H-1,2,4-triazol-3-yl)-1,2,4-oxadiazol-5-yl]butyl}carbamoyl}-amino]benzoate